OC1=C(C=CC(=C1)OCCCCCCCC)O 2-hydroxy-4-octyloxyphenol